2-(6-((2S,6R)-2,6-dimethylmorpholino)-4-methylpyridin-3-yl)spiro[3.3]heptane-2,6-diamine C[C@@H]1O[C@@H](CN(C1)C1=CC(=C(C=N1)C1(CC2(C1)CC(C2)N)N)C)C